(2S)-2-(4-bromo-2-methylphenoxy)-N-methoxypropanamide BrC1=CC(=C(O[C@H](C(=O)NOC)C)C=C1)C